4,4'-methylenebiscyclohexanediamine hexahydroterephthalate C(C1CCC(C(=O)O)CC1)(=O)O.C(C1CCC(CC1)(N)N)C1CCC(CC1)(N)N